2-Methyl-2-(4-((5-oxo-4-(4-(trifluoromethoxy)phenyl)-4,5-dihydro-1H-1,2,4-triazol-1-yl)methyl)-2-(trifluoromethoxy)phenoxy)propionic acid CC(C(=O)O)(C)OC1=C(C=C(C=C1)CN1N=CN(C1=O)C1=CC=C(C=C1)OC(F)(F)F)OC(F)(F)F